C(C)(C)(C)OC([C@@H](COC1=CC=C(C(=O)OC)C=C1)O[Si](C)(C)C(C)(C)C)=O Methyl (R)-4-(3-(tert-butoxy)-2-((tert-butyldimethylsilyl)oxy)-3-oxopropoxy)-benzoate